Cl.C(C1=CC=CC=C1)S(=O)(=O)N1CC(C(CC1)(C1=CC(=CC=C1)OC)OC(F)F)CN(NC)NC 1-(1-(Benzylsulfonyl)-4-(difluoromethoxy)-4-(3-methoxyphenyl)piperidin-3-yl)-N,N-dimethylaminomethanamine hydrochloride